N-{[5-chloro-6-(5-methoxy-2-pyrazinyl)-2-indolyl]methyl}-3-hydroxy-3-oxetanecarboxamide ClC=1C=C2C=C(NC2=CC1C1=NC=C(N=C1)OC)CNC(=O)C1(COC1)O